CC1=C(C=CC(=C1)C)N1C=NC2=C1C1=C(OC2=O)C=CC=C1 1-(2,4-dimethyl-phenyl)-[1]benzopyrano[3,4-d]imidazol-4(1H)-one